FC1=C(C=CC(=C1)F)C=CC(=O)N[C@@H](CO)C1=CC2=CC(=CC=C2C=C1)OC (R)-3-(2,4-difluoro-phenyl)-N-[2-hydroxy-1-(7-methoxy-naphthalen-2-yl)-ethyl]-acrylamide